N-[3-(7-{[(3S,4R)-3-fluoro-1-methylpiperidin-4-yl]amino}-3-(2,2,2-trifluoroethyl)pyrazolo[1,5-a]pyridin-2-yl)prop-2-yn-1-yl]-6-methyl-Nicotinamide F[C@H]1CN(CC[C@H]1NC1=CC=CC=2N1N=C(C2CC(F)(F)F)C#CCNC(C2=CN=C(C=C2)C)=O)C